8-fluoroisoquinoline-6-carbonitrile FC=1C=C(C=C2C=CN=CC12)C#N